C(C1=CC=CC=C1)OC1=CC2=C(N(N=C2C=C1)C)C(=O)NC1(CCC1)CCO 5-(benzyloxy)-N-[1-(2-hydroxyethyl)cyclobutyl]-2-methyl-2H-indazole-3-carboxamide